tert-butyl 4-[2-[2-(2-nitrophenoxy)ethoxy]ethoxy]piperidine-1-carboxylate [N+](=O)([O-])C1=C(OCCOCCOC2CCN(CC2)C(=O)OC(C)(C)C)C=CC=C1